(S)-2-amino-N-((6-amino-2-methylpyridin-3-yl)methyl)-3-hydroxypropionamide dihydrochloride Cl.Cl.N[C@H](C(=O)NCC=1C(=NC(=CC1)N)C)CO